3,3-dimethyl-N-(3-methyl-1,1-dioxo-thietan-3-yl)-2-oxo-1-[5-(trifluoromethoxy)-3-pyridinyl]indoline-5-carboxamide CC1(C(N(C2=CC=C(C=C12)C(=O)NC1(CS(C1)(=O)=O)C)C=1C=NC=C(C1)OC(F)(F)F)=O)C